1-(cyclopropylsulfonyl)-4-ethynylbenzene C1(CC1)S(=O)(=O)C1=CC=C(C=C1)C#C